4-((3-methoxyazetidin-1-yl)methyl)-2,2-dimethylpiperidine COC1CN(C1)CC1CC(NCC1)(C)C